O1C2=C(OCC1)C=C(C=C2)C2=CC=C1CN(C(C1=C2)=O)[C@H](C(=O)NC(CC(=O)O)C(CF)=O)CC 3-((S)-2-(6-(2,3-dihydrobenzo[b][1,4]dioxin-6-yl)-1-oxoisoindolin-2-yl)butaneamido)-5-fluoro-4-oxopentanoic acid